trans-N1-(5-(imidazo[1,2-b]pyridazin-6-yl)pyrrolo[2,1-f][1,2,4]triazin-2-yl)cyclohexane-1,4-diamine N=1C=CN2N=C(C=CC21)C=2C=CN1N=C(N=CC12)N[C@@H]1CC[C@H](CC1)N